1-((3R,4S)-4-(3-((4-amino-5-(4-chloro-3-(difluoromethoxy)phenyl)-7-isopropyl-7H-pyrrolo[2,3-d]pyrimidin-6-yl)ethynyl)azetidin-1-yl)-3-hydroxypiperidin-1-yl)prop-2-en-1-one NC=1C2=C(N=CN1)N(C(=C2C2=CC(=C(C=C2)Cl)OC(F)F)C#CC2CN(C2)[C@@H]2[C@@H](CN(CC2)C(C=C)=O)O)C(C)C